4-(4-((2-(4-chlorophenyl)-4,4-dimethylcyclohex-1-enyl)methyl)piperazin-1-yl)-N-(3-nitro-4-(piperidin-4-ylmethylamino)phenylsulfonyl)benzamide ClC1=CC=C(C=C1)C1=C(CCC(C1)(C)C)CN1CCN(CC1)C1=CC=C(C(=O)NS(=O)(=O)C2=CC(=C(C=C2)NCC2CCNCC2)[N+](=O)[O-])C=C1